3-{8-Chloro-7-[(4-chlorophenyl)methyl]-3-(5,5-dimethyl-2-oxa-5-silahex-1-yl)-2,6-dioxopurin-1-yl}propanoic acid methyl ester COC(CCN1C(N(C=2N=C(N(C2C1=O)CC1=CC=C(C=C1)Cl)Cl)COCC[Si](C)(C)C)=O)=O